3-methyl-N-(5-((1s,3s)-3-methyl-1-(4-methyl-4H-1,2,4-triazol-3-yl)cyclobutyl)pyridin-3-yl)-1-((2-(trimethylsilyl)ethoxy)methyl)-7-vinyl-1H-pyrrolo[3,2-b]pyridine-5-carboxamide CC1=CN(C=2C1=NC(=CC2C=C)C(=O)NC=2C=NC=C(C2)C2(CC(C2)C)C2=NN=CN2C)COCC[Si](C)(C)C